C(OCOC=1C(C=CN2N([C@H]3N(C(C21)=O)CCOC3)C3C2=C(SCC1=C3C=CC(=C1F)F)C=CS2)=O)([O-])=O {[(12aR)-12-(6,7-difluoro-5,10-dihydrothieno[3,2-c][2]benzothiepin-10-yl)-6,8-dioxo-3,4,12,12a-tetrahydro-1H-[1,4]oxazino[3,4-c]pyrido[2,1-f][1,2,4]triazin-7-yl]oxy}methyl carbonate